CN1N=C(C=C1C(=O)N[C@H](C)C1=CC(=NO1)C1=CC(=NC=C1)C(F)(F)F)C(F)(F)F 2-methyl-N-[(1R)-1-[3-[2-(trifluoromethyl)-4-pyridyl]isoxazol-5-yl]ethyl]-5-(trifluoromethyl)pyrazole-3-carboxamide